ClC1=C(N=C(S1)NS(=O)(=O)C1=NC=C(C=C1C)NCC1=C(C(=CC=C1)OC)O)C1=CC(=C(C=C1)F)F N-(5-chloro-4-(3,4-difluorophenyl)thiazol-2-yl)-5-((2-hydroxy-3-methoxybenzyl)amino)-3-methylpyridine-2-sulfonamide